FC1(CCNCC1)CC1CCN(CC1)CC1CCN(CC1)C=1C=C2CN(C(C2=CC1)=O)C1C(NC(CC1)=O)=O 3-[5-[4-[[4-[(4-fluoro-4-piperidyl)methyl]-1-piperidyl]methyl]-1-piperidyl]-1-oxo-isoindolin-2-yl]piperidine-2,6-dione